tert-butyl 4-hydroxy-2-methyl-7,8-dihydropyrido[4,3-d]pyrimidine-6(5H)-carboxylate OC=1C2=C(N=C(N1)C)CCN(C2)C(=O)OC(C)(C)C